C(C)(C)(C)OC(=O)N1CCN(CC1)C1=C2C=NN(C2=C(C(=C1)F)C(=O)OC)C1OCCCC1 methyl 4-(4-tert-butoxycarbonylpiperazin-1-yl)-6-fluoro-1-tetrahydropyran-2-yl-indazole-7-carboxylate